FC1=CC=C(C=C1)CC(=O)NC1=NC=CC(=C1)C1=C(C=2C(N(C[C@@H](C2N1)CC(F)(F)F)C)=O)NC=1N=CSC1 2-(4-fluorophenyl)-N-{4-[(7S)-5-methyl-4-oxo-3-(1,3-thiazol-4-ylamino)-7-(2,2,2-trifluoroethyl)-4,5,6,7-tetrahydro-1H-pyrrolo[3,2-c]pyridin-2-yl]pyridin-2-yl}acetamide